C[C@@H]1O[C@@H](CN(C1)C1=CC=CC(=N1)C=1N=C(SC1)NC(=O)C1N(CC1)C(=O)C1=CN(C=C1)S(=O)(=O)C)C N-(4-(6-((2S,6R)-2,6-dimethylmorpholino)pyridin-2-yl)thiazol-2-yl)-1-(1-(methylsulfonyl)-1H-pyrrole-3-carbonyl)azetidine-2-carboxamide